4-(3,4-dichlorophenyl)-3,4-dihydronaphthalen ClC=1C=C(C=CC1Cl)C1CC=CC2=CC=CC=C12